CC1=C(C=C(C(=C1)C1=NC2=CC=C(C=C2C=N1)C(F)(F)F)C)N1C(C=2N(CC1)N=CC2C)=O 5-(2,5-dimethyl-4-(6-(trifluoromethyl)quinazolin-2-yl)phenyl)-3-methyl-6,7-dihydropyrazolo[1,5-a]pyrazin-4(5H)-one